P(=O)(Cl)(Cl)Cl Phosphorusoxychloride